BrCCCCCN1C(=NC2=C1C=CC=C2)N 1-(5-bromopentyl)-1,3-benzodiazol-2-amine